CN(S(=O)(=O)CC)C1CCNCC1 N-methyl-N-piperidin-4-yl-ethane-sulfonamide